(S)-7-(7-amino-5,7-dihydrospiro[cyclopenta[c]pyridine-6,4'-piperidin]-1'-yl)-3-(2,3-dichlorophenyl)quinazoline-2,4(1H,3H)-dione N[C@@H]1C=2C=NC=CC2CC12CCN(CC2)C2=CC=C1C(N(C(NC1=C2)=O)C2=C(C(=CC=C2)Cl)Cl)=O